(1RS,3SR)-5'-bromo-4'-chloro-1'-(4-methoxybenzyl)-1',2'-dihydrospiro[cyclopentane-1,3'-pyrrolo[2,3-b]pyridin]-3-ol BrC=1C(=C2C(=NC1)N(C[C@]21C[C@H](CC1)O)CC1=CC=C(C=C1)OC)Cl |r|